NC1=NC=2C=C(C(=CC2C2=C1COC2)C(=O)N2C[C@H]([C@@H](C2)C2=CC=C(C=C2)C)CC)Cl (4-amino-7-chloro-1,3-dihydrofuro[3,4-c]quinolin-8-yl)((3S,4R)-3-ethyl-4-(4-methylphenyl)-1-pyrrolidinyl)methanone